4-(2-cyano-4-(((1-methyl-6-morpholinyl-2-oxo-1,2-dihydropyrimidin-4-yl)oxy)methyl)phenoxy)-2-(trifluoromethyl)benzonitrile C(#N)C1=C(OC2=CC(=C(C#N)C=C2)C(F)(F)F)C=CC(=C1)COC1=NC(N(C(=C1)N1CCOCC1)C)=O